3-((6-amino-5-fluoropyridin-3-yl)ethynyl)-N-(3-(2-cyanopropan-2-yl)-5-(4-methylpiperazine-1-yl)phenyl)-4-methylbenzamide NC1=C(C=C(C=N1)C#CC=1C=C(C(=O)NC2=CC(=CC(=C2)N2CCN(CC2)C)C(C)(C)C#N)C=CC1C)F